[Cl-].C(C=C)[N+](C)(C)CC=C N,N-diallyl-N,N-dimethylammonium chloride